nitrogen tris(dibenzylideneacetone) dipalladium (0) [Pd].[Pd].C(C1=CC=CC=C1)=CC(=O)C=CC1=CC=CC=C1.C(C1=CC=CC=C1)=CC(=O)C=CC1=CC=CC=C1.C(C1=CC=CC=C1)=CC(=O)C=CC1=CC=CC=C1.[N]